N'-[8-bromo-6-[6,7-difluoro-1-(oxan-2-yl)indazole-4-carbonyl]-7-fluoroquinolin-5-yl]-N,N-dimethylmethanimidamide BrC=1C(=C(C(=C2C=CC=NC12)N=CN(C)C)C(=O)C=1C=2C=NN(C2C(=C(C1)F)F)C1OCCCC1)F